FC1=C(OCCCCCCCC(=O)O)C(=CC=C1F)C=1N=C(SC1)N1CCOCC1 8-(2,3-difluoro-6-(2-morpholinothiazol-4-yl)phenoxy)octanoic acid